8-Aza-2'-Deoxyguanosine [C@@H]1(C[C@H](O)[C@@H](CO)O1)N1N=NC=2C(=O)NC(N)=NC12